OC=1C2=C(N=C(N1)C1=CC(CC1)=O)N(C=C2)C(=O)OC(C)(C)C tert-butyl 4-hydroxy-2-(3-oxocyclopent-1-en-1-yl)-7H-pyrrolo[2,3-d]pyrimidine-7-carboxylate